diglycerine monopalmitate C(CCCCCCCCCCCCCCC)(=O)O.OCC(O)CO.OCC(O)CO